BrC=1C=2C(C3=C(NC2N=CC1I)CC(CC3=O)(C)C)(C)C3=CC(=CC=C3)O 4-bromo-5-(3-hydroxyphenyl)-3-iodo-5,8,8-trimethyl-5,8,9,10-tetrahydrobenzo[b][1,8]naphthyridin-6(7H)-one